C(C=C)N1C(=CC=2C1=NC(=CC2)[C@@H](C)NC(CCCCCC=C)=O)C=2N=C1N(C(=CC(=C1)C(=O)OCC)OC)C2C ethyl (R)-2-(1-allyl-6-(1-(oct-7-enamido)ethyl)-1H-pyrrolo[2,3-b]pyridin-2-yl)-5-methoxy-3-methylimidazo[1,2-a]pyridine-7-carboxylate